2-[3,5-dichloro-4-[[6-oxo-1-(4-pyridylmethyl)-1,6-dihydropyridin-3-yl]oxy]phenyl]-3,5-dioxo-1,2,4-triazine-6-carbonitrile ClC=1C=C(C=C(C1OC1=CN(C(C=C1)=O)CC1=CC=NC=C1)Cl)N1N=C(C(NC1=O)=O)C#N